CN(C)CC1=CC=C(C=C1)NC(=O)C1=CC=NC=2N1N=C(C2C(=O)N)COC N7-[4-[(dimethylamino)methyl]phenyl]-2-(methoxymethyl)pyrazolo[1,5-a]pyrimidine-3,7-dicarboxamide